ClC1=NC(=NC=C1C=O)C 4-CHLORO-2-METHYL-5-PYRIMIDINECARBOXALDEHYDE